ClC1=C2C(=NC=C1)NCC2(C2CC2)C=2C=C(C=CC2)N2C(CN(CC2)CCN2CC1(C2)CCNCC1)=O 1-(3-{4-chloro-3-cyclopropyl-1H-pyrrolo[2,3-b]pyridin-3-yl}phenyl)-4-(2-{2,7-diazaspiro[3.5]nonan-2-yl}ethyl)piperazin-2-one